CC1C(C(C(C1)N1C=CC2=C1N=CN=C2OC2=CC=CC=C2)O)O 3-methyl-5-(4-phenoxy-7H-pyrrolo[2,3-d]pyrimidin-7-yl)cyclopentane-1,2-diol